4-methyl-1,3-bis(2-hydroxyethyl)imidazolium CC=1[N+](=CN(C1)CCO)CCO